(2S,5R)-2-(4-bromo-3-methylbenzyl)-5-isopropyl-3,6-dimethoxy-2,5-dihydropyrazine BrC1=C(C=C(C[C@@H]2N=C([C@H](N=C2OC)C(C)C)OC)C=C1)C